methyl ((R)-2-(3-cyanophenoxy)-3-(octadecyloxy)propyl) hydrogen phosphate P(=O)(OC)(OC[C@@H](COCCCCCCCCCCCCCCCCCC)OC1=CC(=CC=C1)C#N)O